CC1(OCC([C@@H](O1)C(=O)NCCC(=O)OCC1C2=CC=CC=C2C=2C=CC=CC12)(C)C)C (9H-Fluoren-9-yl)methyl (R)-3-(2,2,5,5-tetramethyl-1,3-dioxane-4-carboxamido)propanoate